CN1[C@H](C(=CC1)C1=CC=2C(=NC=CC2NC=2C=CC3=C(N=CS3)C2)S1)C (S)-N-(2-(1,2-dimethyl-2,5-dihydro-1H-pyrrol-3-yl)thieno[2,3-b]pyridin-4-yl)benzo[d]thiazol-5-amine